ClCCOS(F)(F)(F)(F)F 1-chloro-2-(pentafluorosulfuranyloxy)ethane